[Ba].[Si].[Ca] calcium silicon-barium